(S)-4-[(4-{3-cyano-2-[3-(7H-pyrrolo[2,3-d]pyrimidin-4-yl)-1H-pyrrol-1-yl]propyl}piperazin-1-yl)carbonyl]-3-fluorobenzonitrile C(#N)C[C@@H](CN1CCN(CC1)C(=O)C1=C(C=C(C#N)C=C1)F)N1C=C(C=C1)C=1C2=C(N=CN1)NC=C2